C(C(=C)C)(=O)OCCOP(=O)(OCCOC(C(=C)C)=O)[O-] Bis-[2-(methacryloyloxy)ethyl]phosphat